(4-(2-Hydroxypropyl)-3-nitrophenyl)(4-tritylpiperazin-1-yl)methanone OC(CC1=C(C=C(C=C1)C(=O)N1CCN(CC1)C(C1=CC=CC=C1)(C1=CC=CC=C1)C1=CC=CC=C1)[N+](=O)[O-])C